6-bromo-4-fluoro-7-methylindoline-2,3-dione BrC1=CC(=C2C(C(NC2=C1C)=O)=O)F